C(C)(C)O[Si](C)(OC(C)C)OC(C)C triisopropoxy(methyl)silane